BrC=1C2=C(C=NC1)C=NN2COCC[Si](C)(C)C 7-bromo-1-((2-(trimethylsilyl)ethoxy)methyl)-1H-pyrazolo[4,3-c]pyridine